(pyridin-2-yl)((trimethylsilyl)imino)-λ6-sulfanone N1=C(C=CC=C1)S(=O)=N[Si](C)(C)C